(±)-trans-1-(4-chlorophenyl)-3-[4-(4-methoxy-phenyl)-1-methyl-2-oxo-pyrrolidin-3-yl]urea ClC1=CC=C(C=C1)NC(=O)N[C@@H]1C(N(C[C@H]1C1=CC=C(C=C1)OC)C)=O |r|